methyl 1-amino-4-(benzyloxy)-8-phenoxyisoquinoline-3-carboxylate NC1=NC(=C(C2=CC=CC(=C12)OC1=CC=CC=C1)OCC1=CC=CC=C1)C(=O)OC